8-bromo-3,6-dimethyl-2-(morpholin-4-yl)-3,4-dihydroquinazolin-4-one BrC=1C=C(C=C2C(N(C(=NC12)N1CCOCC1)C)=O)C